CN(C)CC1(CC12CC2)COC=2N=C(C1=C(N2)C(=C(N=C1)C1=CC(=CC2=CC=C(C(=C12)CC)F)O)F)N1C[C@@](CCC1)(O)C (3R)-1-(2-((1-((dimethylamino)methyl)spiro[2.2]pent-1-yl)methoxy)-7-(8-ethyl-7-fluoro-3-hydroxynaphthalen-1-yl)-8-fluoropyrido[4,3-d]pyrimidin-4-yl)-3-methylpiperidin-3-ol